1-(4-((4-amino-2-butyl-1H-imidazo[4,5-d]thieno[3,2-b]pyridin-1-yl)methyl)benzyl)pyridin-1-ium NC1=C2C(=C3C(=N1)C=CS3)N(C(=N2)CCCC)CC2=CC=C(C[N+]3=CC=CC=C3)C=C2